6'-((1-methyl-1H-imidazol-5-yl)methoxy)-2,3'-bipyridine CN1C=NC=C1COC1=CC=C(C=N1)C1=NC=CC=C1